C(C1=CC=CC=C1)OC(=O)N[C@H](C(=O)O)[C@@H](C(=O)O)NC(=O)OCC1=CC=CC=C1 (2S,3S)-2,3-bis(((benzyloxy)-carbonyl)amino)succinic acid